ClC1=C(C=CC=C1)C1=NOC(=C1COC1C[C@H]2CC[C@@H](C1)N2C2=NC=C(/C(/N)=N/O)C=C2)C2CC2 (Z)-6-((1R,3R,5S)-3-((3-(2-chlorophenyl)-5-cyclopropylisoxazol-4-yl)methoxy)-8-azabicyclo[3.2.1]octan-8-yl)-N'-hydroxynicotinimidamide